COC1=CC=C(C=C1)C=1CC(=NC2=C(N1)C=CC=C2)C2=CC=CC=C2 2-(4-methoxyphenyl)-4-phenyl-3H-1,5-benzodiazepine